[Cl-].C(C=C)(=O)N[NH2+]CCC acrylamido-propylammonium chloride